C(CCC)[Mg]Cl n-Butylmagnesium chlorid